(4-methyl)Piperazine CN1CCNCC1